N-cyclopropyl-5-(isoindolin-2-ylmethyl)-2-((1-(pyrrolidine-1-carbonyl)piperidin-4-yl)methoxy)benzenesulfonamide C1(CC1)NS(=O)(=O)C1=C(C=CC(=C1)CN1CC2=CC=CC=C2C1)OCC1CCN(CC1)C(=O)N1CCCC1